[Co].[In].[Mn].[Ni] nickel-manganese-indium-cobalt